[6-(1,3-benzothiazol-2-ylamino)-5-methyl-pyridazin-3-yl]-(4,5-dihydroxypentyl)ammonia S1C(=NC2=C1C=CC=C2)NC2=C(C=C(N=N2)NCCCC(CO)O)C